FC1=C(C(=O)N[C@@H](C(N2CCC3(C(CNC3=O)C3=CC=NC=C3)CC2)=O)C(C)C)C=C(C=C1)C(F)(F)F 2-fluoro-N-((2R)-3-methyl-1-oxo-1-(1-oxo-4-(pyridin-4-yl)-2,8-diazaspiro[4.5]decan-8-yl)butan-2-yl)-5-(trifluoromethyl)benzamide